BrCCC1=CC=C(OC2OCCCC2)C=C1 2-[4-(2-Bromoethyl)phenoxy]tetrahydro-2H-pyran